(3Z)-6,6-dipropoxy-1,3-hexadiene C(CC)OC(C\C=C/C=C)OCCC